COC=1C=C(/C=C/C2=C(O[Si](CC)(CC)CC)C=CC=C2OC)C=C(C1)OC (E)-(2-(3,5-dimethoxystyryl)-3-methoxyphenoxy)triethylsilicon